N-(4-bromophenyl)isoxazole-5-carboxamide trilithium manganese phosphate P(=O)([O-])([O-])[O-].[Mn+2].[Li+].[Li+].[Li+].BrC1=CC=C(C=C1)NC(=O)C1=CC=NO1